(S)-2-((1-(6-fluoro-3-methyl-2-morpholino-4-oxo-3,4-dihydroquinazolin-8-yl)ethyl)amino)benzoic acid FC=1C=C2C(N(C(=NC2=C(C1)[C@H](C)NC1=C(C(=O)O)C=CC=C1)N1CCOCC1)C)=O